tert-butyl 3-[2-[3-[4-amino-1-(1-bicyclo[1.1.1]pentanyl)pyrazolo[3,4-d]pyrimidin-3-yl]-5-cyclopropyl-isoxazol-4-yl]pyrimidin-5-yl]oxyazetidine-1-carboxylate NC1=C2C(=NC=N1)N(N=C2C2=NOC(=C2C2=NC=C(C=N2)OC2CN(C2)C(=O)OC(C)(C)C)C2CC2)C21CC(C2)C1